C(OC(C(C)OC)C1=CC=CC=C1)(OC)=O (1-phenyl-2-methoxypropyl) methyl carbonate